1-(3,4-dimethyl-2-phenyl-2H-pyrazolo[3,4-d]pyridazin-7-yl)-N-(2-(pyrrolidin-1-yl)ethyl)piperidine-3-carboxamide CC=1N(N=C2C(=NN=C(C21)C)N2CC(CCC2)C(=O)NCCN2CCCC2)C2=CC=CC=C2